N-(5-(2,3-Dihydrobenzo[b][1,4]dioxine-6-carboxamido)-2-fluorophenyl)-6-((4-ethyl-1,4-diazepan-1-yl)methyl)thieno[2,3-b]pyridine-2-carboxamide O1C2=C(OCC1)C=C(C=C2)C(=O)NC=2C=CC(=C(C2)NC(=O)C2=CC=1C(=NC(=CC1)CN1CCN(CCC1)CC)S2)F